N1CC(OCC1)S(=O)(=O)C1=CC=C(C=C1)C=1C=C(C2=C(C=CO2)C1)C(F)(F)F 5-(4-(morpholino-sulfonyl)phenyl)-7-(trifluoro-methyl)benzofuran